methyl 3-hydroxy-4-oxo-6H,7H,8H,9H-pyrido[1,2-a]pyrimidine-2-carboxylate OC1=C(N=C2N(C1=O)CCCC2)C(=O)OC